5,6-dinitro-4,7-bis(2,3-dihydrothieno[3,4-b][1,4]dioxin-5-yl)benzo[c][1,2,5]thiadiazole [N+](=O)([O-])C1=C(C=2C(=NSN2)C(=C1[N+](=O)[O-])C=1SC=C2OCCOC21)C=2SC=C1OCCOC12